nitrosomethyl-urethane (S)-tert-Butyl-4-(2-ethoxy-2-oxoethylidene)-2-methylpiperidine-1-carboxylate C(C)(C)(C)OC(=O)N1[C@H](CC(CC1)=CC(=O)OCC)C.N(=O)CNC(=O)OCC